C(C)(C)[C@@H]1COC2=C(C=3N1C=C(C(C3)=O)C(=O)O)C=CC(=C2)OC (R)-7-isopropyl-3-methoxy-11-oxo-6,7-dihydro-11H-benzo[f]pyrido[1,2-d][1,4]oxazepine-10-carboxylic acid